(R)-1-(4-((1-(3-(difluoromethyl)-2-fluorophenyl)ethyl)amino)-7-methoxyquinolin-6-yl)-4-Methylpiperidin-4-ol FC(C=1C(=C(C=CC1)[C@@H](C)NC1=CC=NC2=CC(=C(C=C12)N1CCC(CC1)(O)C)OC)F)F